6-(2-amino-6-fluoro-5-(4-(1-(2,2,2-trifluoroethyl)piperidin-4-yl)phenyl)pyridin-3-yl)-7-fluoro-3,4-dihydroisoquinolin-1(2H)-one NC1=NC(=C(C=C1C=1C=C2CCNC(C2=CC1F)=O)C1=CC=C(C=C1)C1CCN(CC1)CC(F)(F)F)F